(S)-(1-(4-amino-6-bromo-5-(4-(pyridin-2-ylcarbamoyl)phenyl)-7H-pyrrolo[2,3-d]pyrimidine-7-yl)but-3-en-2-yl)carbamate NC=1C2=C(N=CN1)N(C(=C2C2=CC=C(C=C2)C(NC2=NC=CC=C2)=O)Br)C[C@H](C=C)NC([O-])=O